N-((3s,5s,7s)-adamantan-1-yl)-5-phenyloxazole-4-carboxamide C12(CC3CC(CC(C1)C3)C2)NC(=O)C=2N=COC2C2=CC=CC=C2